O1[C@H](COC2=C1C=CC=C2)C2=CC=C(CN1CCC(CC1)CCC(=O)O)C=C2 3-(1-{4-[(2S)-2,3-dihydro-1,4-benzodioxin-2-yl]benzyl}piperidin-4-yl)propanoic acid